4-chloro-N-(2-(N-(4-ethoxyphenyl)sulfamoyl)-3-methylphenyl)benzamide ClC1=CC=C(C(=O)NC2=C(C(=CC=C2)C)S(NC2=CC=C(C=C2)OCC)(=O)=O)C=C1